COC1=CC=C(C=N1)CN1C2CN(CC1C2)C2=CC=C(C=N2)C=2C=1N(C=C(C2)N2CC3(C2)CCOCC3)N=CC1C#N 4-(6-(6-((6-methoxypyridin-3-yl)methyl)-3,6-diazabicyclo[3.1.1]heptan-3-yl)pyridin-3-yl)-6-(7-oxa-2-azaspiro[3.5]nonan-2-yl)pyrazolo[1,5-a]pyridine-3-carbonitrile